2,4-dicyanopent-1-ene C(#N)C(=C)CC(C)C#N